3-Allylguaiacol C(C=C)C1=C(C(=CC=C1)OC)O